N-Phenyl-5-(4-(piperidin-4-yloxy)phenyl)furan-2-carboxamide C1(=CC=CC=C1)NC(=O)C=1OC(=CC1)C1=CC=C(C=C1)OC1CCNCC1